C(#N)C1=CC(=C(COC2=CC=CC(=N2)C2CCN(CC2)CC2=NC=3N(N2CC2OCC2)C(=CN3)C(=O)OCC)C=C1)F Ethyl 2-((4-(6-(4-cyano-2-fluorobenzyloxy) pyridin-2-yl) piperidin-1-yl) methyl)-1-(oxetan-2-ylmethyl)-1H-imidazo[1,2-b][1,2,4]triazole-6-carboxylate